pentabromofluorocyclopropane BrC1(C(C1(F)Br)(Br)Br)Br